C(C)(=O)N1CCC(CC1)C(=O)N[C@H](C(=O)O)CCCCCCCC1=NC=2NCCCC2C=C1 (S)-2-(1-acetylpiperidine-4-carboxamido)-9-(5,6,7,8-tetrahydro-1,8-naphthyridin-2-yl)nonanoic acid